C(#N)CC1(COC1)N1CCC(=CC1)C1=C2C(=NC(=C1)NC(=O)C1CC1)NC=C2 N-(4-(1-(3-(cyanomethyl)oxetan-3-yl)-1,2,3,6-tetrahydropyridin-4-yl)-1H-pyrrolo[2,3-b]pyridin-6-yl)cyclopropylcarboxamide